5-bromopiperidinenitrile BrC1CCCN(C1)C#N